tetrahydro-2H-thiopyran-4-carbonitrile 1,1-dioxide S1(CCC(CC1)C#N)(=O)=O